Cl.COCC(CC(=O)OC)NCCOC methyl 4-methoxy-3-(2-methoxyethylamino)butanoate hydrochloride